3-((5-(3-(4-acetyl-1,4-diazepane-1-carbonyl)phenyl)furan-2-yl)methylene)-5-chloroindolin-2-one C(C)(=O)N1CCN(CCC1)C(=O)C=1C=C(C=CC1)C1=CC=C(O1)C=C1C(NC2=CC=C(C=C12)Cl)=O